(S)-tetra-tert-butyl 2,2',2'',2'''-(2-(4-(3-(4-((2,3,5,6-tetrafluoro phenoxy)carbonyl)phenyl)propoxy)benzyl)-1,4,7,10-tetraazacyclododecane-1,4,7,10-tetrayl)tetraacetate FC1=C(OC(=O)C2=CC=C(C=C2)CCCOC2=CC=C(C[C@@H]3N(CCN(CCN(CCN(C3)CC(=O)OC(C)(C)C)CC(=O)OC(C)(C)C)CC(=O)OC(C)(C)C)CC(=O)OC(C)(C)C)C=C2)C(=C(C=C1F)F)F